FC(=C(C(C(C(C(C(F)(F)F)(F)F)(F)F)(F)F)(F)F)F)F perfluoro-1-heptene